4-fluoro-3-(4-methylpyridin-3-yl)phenol FC1=C(C=C(C=C1)O)C=1C=NC=CC1C